FC=1C=CC2=C(N(C(=N2)CN2C=3N(C=NC2N2CCOCC2)N=CC3C(F)(F)F)COCC[Si](C)(C)C)C1 N-[(6-fluoro-1-{[2-(trimethylsilyl)ethoxy]methyl}-1H-benzimidazol-2-yl)methyl]-2-(morpholin-4-yl)-8-(trifluoromethyl)pyrazolo[1,5-a][1,3,5]triazin